chloro-2-methyl-3(2H)-isothiazolone ClC=1C(N(SC1)C)=O